(R or S)-((3-(2-(5-fluoro-thiophen-2-yl)ethyl)-1-(2-(6-methylpyridin-3-yl)propan-2-yl)pyrrolidin-3-yl)methyl)sulfamoyl-4-methylphenyl-amine FC1=CC=C(S1)CC[C@@]1(CN(CC1)C(C)(C)C=1C=NC(=CC1)C)CNS(=O)(=O)NC1=CC=C(C=C1)C |o1:8|